ClC=1C(=NC=CC1)OCC12N(CCC2C1)C(=O)OC(C)(C)C Tert-butyl 1-[[(3-chloropyridin-2-yl)oxy]methyl]-2-azabicyclo[3.1.0]hexane-2-carboxylate